C(C)C=1C(NC=2C=C(C=NC2C1)CN1CCN(CC1)C=1C=CC(=NC1)C(=O)NC1(COCC1)C)=O 5-(4-((7-ethyl-6-oxo-5,6-dihydro-1,5-naphthyridin-3-yl)methyl)piperazin-1-yl)-N-(3-methyltetrahydrofuran-3-yl)picolinamide